tert-butyl (6R,7R)-7-[3-(2,6-dioxo-3-piperidyl)-1-methyl-indazol-6-yl]oxy-6-methyl-2-azaspiro[3.5]nonane-2-carboxylate O=C1NC(CCC1C1=NN(C2=CC(=CC=C12)O[C@H]1[C@@H](CC2(CN(C2)C(=O)OC(C)(C)C)CC1)C)C)=O